[2,5-difluoro-3-(4,4,5,5-tetramethyl-1,3,2-dioxaborolan-2-yl)phenyl]propane-1-sulfonamide FC1=C(C=C(C=C1B1OC(C(O1)(C)C)(C)C)F)C(CC)S(=O)(=O)N